C=C1C=2C=CC3=C(C2OC=2C4=C(C=CC12)C=C(C=C4)O)C=CC(=C3)O 7-methylene-7H-dibenzo[c,h]xanthene-3,11-diol